C1(CC1)N(CCC(C(=O)O)NC(C1=C(C=CC=C1Cl)Cl)=O)CCCCC1=NC=2NCCCC2C=C1 4-[cyclopropyl-[4-(5,6,7,8-tetrahydro-1,8-naphthyridin-2-yl)butyl]amino]-2-[(2,6-dichlorobenzoyl)amino]butanoic acid